2-(4-methyl-2-oxopyrrolidin-1-yl)acetamide CC1CC(N(C1)CC(=O)N)=O